C(C)OC(=O)C=1N=C(N(C1C)C)C1=CC(=C(C(=O)O)C=C1F)O[C@H](C(F)(F)F)C (S)-4-(4-(ethoxycarbonyl)-1,5-dimethyl-1H-imidazol-2-yl)-5-fluoro-2-((1,1,1-trifluoropropan-2-yl)oxy)benzoic acid